trans-3-amino-1-(2-fluorocyclopropyl)pyridin-2(1H)-one NC=1C(N(C=CC1)[C@H]1[C@@H](C1)F)=O